ethyl 2-chloroimidazo[1,5-b]pyridazine-5-carboxylate ClC=1C=CC=2N(N1)C=NC2C(=O)OCC